2-((S)-4-(8-fluoro-2-(((2R,7aS)-2-fluorotetrahydro-1H-pyrrolizin-7a(5H)-yl)methoxy)-7-(3-(methoxymethoxy)naphthalen-1-yl)quinazolin-4-yl)piperazin-2-yl)acetonitrile FC=1C(=CC=C2C(=NC(=NC12)OC[C@]12CCCN2C[C@@H](C1)F)N1C[C@@H](NCC1)CC#N)C1=CC(=CC2=CC=CC=C12)OCOC